ClC1=C(C(=NC=2CN3[C@@H](COC21)CN(CC3)C(C=C)=O)OC([2H])([2H])[2H])C3=C(C=CC=C3O)Cl 1-[(6aR)-4-chloro-3-(2-chloro-6-hydroxyphenyl)-2-[(2H3)methyl-oxy]-6a,7,9,10-tetrahydro-12H-pyrazino[2,1-c]pyrido[2,3-f][1,4]oxazepin-8(6H)-yl]prop-2-en-1-one